tert-butyl N-[1-(3-aminophenyl)-4-piperidinyl]-N-methyl-carbamate NC=1C=C(C=CC1)N1CCC(CC1)N(C(OC(C)(C)C)=O)C